ClC=1N=C(C=2N(C1)N=CC2)OC21CCC(C2)(C1)C(C(=O)N)=C (4-((6-chloropyrazolo[1,5-a]pyrazin-4-yl)oxy)bicyclo[2.1.1]hexan-1-yl)acrylamide